5-methylnaphtho[1,2-d]oxazol-2-amine CC1=CC2=C(N=C(O2)N)C2=CC=CC=C12